8-bromo-6-methyl-imidazo[1,2-a]pyrazine-2-carboxylic acid BrC=1C=2N(C=C(N1)C)C=C(N2)C(=O)O